O1CCN(CCC1)C1=CC=C(C=C1)NC=1C(=NC(=C(N1)NC)C=1C2=C(C=NC1)N(C=N2)C)C(=O)N 3-((4-(1,4-Oxazepan-4-yl)phenyl)amino)-6-(3-methyl-3H-imidazo[4,5-c]pyridin-7-yl)-5-(methylamino)pyrazine-2-carboxamide